Cl.COC(C1=C(C(=CC(=C1)F)[N+](=O)[O-])C(CC1=NC=NN1C)=O)=O.C(CCC)C=1C(C=CC(C1)=O)=O o-butyl-p-benzoquinone methyl-5-fluoro-2-(2-(1-methyl-1H-1,2,4-triazol-5-yl)acetyl)-3-nitrobenzoate hydrochloride